C1(CC1)C=1C=CC(=C(C1)C1=CC2=C(OCCN2C2=CC(=NC=C2)[N+](=O)[O-])C=N1)F 4-[7-(5-cyclopropyl-2-fluorophenyl)-1H,2H,3H-pyrido[3,4-b][1,4]oxazin-1-yl]-2-nitropyridine